C(=O)(O)C1=CC=C(C=C1)CCN(CCC1=C(C=CC=C1)OCC1=C(C=C(C=C1)C1=CC=C(C=C1)C(F)(F)F)Cl)C=1C(=NC=2CCCCC2C1)C(=O)O (5S)-{[2-(4-Carboxyphenyl)ethyl][2-(2-{[3-chloro-4'-(trifluoromethyl)biphenyl-4-yl]methoxy}phenyl)ethyl]amino}5,6,7,8-tetrahydroquinoline-2-carboxylic acid